ClC=1C=NC(=NC1)C=1C=C2C=CN(C(C2=C(C1F)F)=O)CCC[C@H](COC(F)F)NC=1C=NNC(C1C(F)(F)F)=O (R)-6-(5-chloropyrimidin-2-yl)-2-(5-(difluoromethoxy)-4-((6-oxo-5-(trifluoromethyl)-1,6-dihydropyridazin-4-yl)amino)pentyl)-7,8-difluoroisoquinolin-1(2H)-one